perfluoro(4-methyl-2-methylene-1,3-dioxolane) FC1(OC(OC1(F)F)=C(F)F)C(F)(F)F